FC1(CCC2=C1N=C(N=C2C2=CC=C1CN(C(C1=C2)=O)C)N2[C@H]([C@@H](C2)O)C)F 6-(7,7-difluoro-2-((2S,3R)-3-hydroxy-2-methylazetidin-1-yl)-6,7-dihydro-5H-cyclopenta[d]pyrimidin-4-yl)-2-methylisoindolin-1-one